ClC=1C(=C(C=CC1)N1C(=NC2=C1C=C(C=C2)NC(=O)C2=C(C=CC=C2)C(F)(F)F)COC)C N-(3-chloro-2-methylphenyl)-2-(methoxymethyl)-6-({[2-(trifluoromethyl)phenyl]carbonyl}amino)-1H-benzimidazole